ClC=1C(=NC(=NC1)NC1=CC(=C(C=C1)F)N(C(C=C)=O)C)NCCCNC(C1=CC=C(C=C1)C#N)=O N-(3-((5-chloro-2-((4-fluoro-3-(N-methylacrylamido)phenyl)amino)-4-pyrimidinyl)amino)propyl)-4-cyanobenzamide